N(C(=O)N)C1=C(SCC1)C(=O)OC methyl 3-ureido-4,5-dihydrothiophene-2-carboxylate